5-bromo-2,3-difluorophenylboronic acid BrC=1C=C(C(=C(C1)B(O)O)F)F